N-vinyl-3,3-dimethylbutyramide C(=C)NC(CC(C)(C)C)=O